(4-(((3R,4R)-1-(2-Cyanoacetyl)-4-methylpiperidin-3-yl)(methyl)amino)-7H-pyrrolo[2,3-d]pyrimidin-7-yl)methyl 5-((R)-1,2-dithiolan-3-yl)pentanoate S1S[C@@H](CC1)CCCCC(=O)OCN1C=CC2=C1N=CN=C2N(C)[C@H]2CN(CC[C@H]2C)C(CC#N)=O